5-chloro-2-(1H-imidazol-1-yl)aniline ClC=1C=CC(=C(N)C1)N1C=NC=C1